N-(3-(3-(9H-purin-6-yl)pyridin-2-ylamino)-4-methylphenyl)-2-((1R,3S)-3-(trifluoromethyl)cyclohexyl)acetamide N1=CN=C2NC=NC2=C1C=1C(=NC=CC1)NC=1C=C(C=CC1C)NC(C[C@H]1C[C@H](CCC1)C(F)(F)F)=O